3-benzyloxy-2-[5-[tert-butyl-(dimethyl)silyl]oxy-3,3-dimethyl-pent-1-ynyl]-N-(4-fluorophenyl)aniline C(C1=CC=CC=C1)OC=1C(=C(NC2=CC=C(C=C2)F)C=CC1)C#CC(CCO[Si](C)(C)C(C)(C)C)(C)C